C(C)OC1(CC(NCC1)(C)C)OCC 4,4-diethoxy-2,2-dimethylpiperidine